CC(=CCN(C(CN1CCN(CC1)C(=O)C=1OC=CC1)=O)C=1C(N(C(N(C1)C)=O)C)=O)C N-(3-methylbut-2-en-1-yl)-N-(1,3-dimethyl-2,4-dioxo-1,2,3,4-tetrahydropyrimidin-5-yl)-2-(4-(furan-2-carbonyl)piperazin-1-yl)acetamide